NC1=C2N=CN(C2=NC=N1)C[C@@H](C)OCP(OCCOCCCCCCCCCCCCCC1CCCCC1)(O)=O 2-((13-cyclohexyltridecyl)oxy)ethyl hydrogen ((((R)-1-(6-amino-9H-purin-9-yl)propan-2-yl)oxy)methyl)phosphonate